3-(oxetan-3-yl)isoxazole-4-carboxylic acid O1CC(C1)C1=NOC=C1C(=O)O